(R)-3-((1-Methylpyrrolidin-2-yl)methyl-d2)-1H-indole CN1[C@H](CCC1)C(C1=CNC2=CC=CC=C12)([2H])[2H]